azodicarbonic acid ammonium [NH4+].N(=NOC(O)=O)OC(O)=O